tert-butyl rac-(3R,5R)-4-[[4-(3-cyanophenyl)-5-(2,6-dimethyl-4-pyridyl)thiazol-2-yl]carbamoyl]-3,5-dimethyl-piperazine-1-carboxylate C(#N)C=1C=C(C=CC1)C=1N=C(SC1C1=CC(=NC(=C1)C)C)NC(=O)N1[C@@H](CN(C[C@H]1C)C(=O)OC(C)(C)C)C |r|